ClC=1C(=C(OC2CN(CC2)C(=O)OCCCC)C=C(C1)[N+](=O)[O-])C butyl 3-(3-chloro-2-methyl-5-nitrophenoxy)pyrrolidine-1-carboxylate